NC[C@H]1[C@@H]2CC[C@@H]([C@]2(CC[C@@H]1C1(C(CCCC1)CO)C)C)CC 4-((1S,3aS,4S,5S,7aR)-4-(aminomethyl)-1-ethyl-7a-methyloctahydro-1H-inden-5-yl)-3-(hydroxymethyl)-4-methylcyclohexan